C(C)(C)(C)OC(NCC1=CC=C(C=C1)COC1=CC=C(C=C1)[N+](=O)[O-])=O.NC1CCN(CC1)C(=O)N1C[C@H]([C@@H](C1)O)N1CC2=CC=CC=C2CC1 trans-(4-aminopiperidin-1-yl)(3-(3,4-dihydroisoquinolin-2(1H)-yl)-4-hydroxypyrrolidin-1-yl)methanone tert-butyl-N-[[4-[(4-nitrophenoxy)methyl]phenyl]methyl]carbamate